COC(/C(=C/OC)/OC1=C(C=CC(=C1)C1CCC1)C)=O (Z)-2-(5-cyclobutyl-2-methyl-phenoxy)-3-methoxy-prop-2-enoic acid methyl ester